C[C@@]1(C(C(CCC1)(C)C)=CC(=O)O)O |r| (+/-)-(2,6,6-Trimethyl-2-Hydroxycyclohexylidene)Acetic Acid